C1(=CC=CC=C1)C1=CC=CC=2N=C(NC21)C2=CC=C(C=C2)C=2NC1=C(N2)C=CC=C1C1=CC=CC=C1 1,4-bis(phenylbenzimidazol-2-yl)benzene